CN(C=CC(=O)C1=C(C=NC=C1OCC1=CC=C(C=C1)OC)OC)C 3-(dimethylamino)-1-(3-methoxy-5-((4-methoxybenzyl)oxy)pyridin-4-yl)prop-2-en-1-one